Methyl 2-(3-methyl-4-(methylsulfonyl)piperazin-1-yl)propanoate CC1CN(CCN1S(=O)(=O)C)C(C(=O)OC)C